C(C(=C)C)(=O)OCCCC1=C(C=CC=C1)OC1=CC=CC=C1 3-(o-phenoxyphenyl)propyl methacrylate